NC1=C(C=C2N=CC=NC2=C1C1=C(C(=NC=C1)OC)C)C(=O)OC Methyl 7-amino-8-(2-methoxy-3-methylpyridin-4-yl)quinoxaline-6-carboxylate